C1(=CC(=CC=C1)C1=NC(=NC=C1Cl)NC=1C=C(C=NC1)N1C(N(CC1)C)=O)C1=CC=CC=C1 1-(5-((4-([1,1'-biphenyl]-3-yl)-5-chloropyrimidin-2-yl)amino)pyridin-3-yl)-3-methylimidazolidin-2-one